ethyl 2-[(2-cyanoacetyl)amino]thiophene-3-carboxylate C(#N)CC(=O)NC=1SC=CC1C(=O)OCC